n-Decylphosphat C(CCCCCCCCC)OP(=O)([O-])[O-]